2,4-difluoro-N-(5-(4-(8-(2-fluoroacryloyl)-3,8-diazabicyclo[3.2.1]octan-3-yl)quinazolin-6-yl)-2-methoxypyridin-3-yl)benzene-sulfonamide FC1=C(C=CC(=C1)F)S(=O)(=O)NC=1C(=NC=C(C1)C=1C=C2C(=NC=NC2=CC1)N1CC2CCC(C1)N2C(C(=C)F)=O)OC